C(#N)C1=CN=C(N1)C(=O)NC1=C(C=C(C=C1)C1=CC2(C=CC(C1)(O2)C)C)C2=CCC(CC2)(C)C 5-cyano-N-[2-(4,4-dimethylcyclohexen-1-yl)-4-[1,5-dimethyl-8-oxabicyclo[3.2.1]octa-2,6-dien-3-yl]phenyl]-1H-imidazole-2-carboxamide